COC1=CC=C(C=C1)N(C1=CC=C(C=C1)Br)C1=CC=C(C=C1)OC N,N-bis(4-methoxyphenyl)-4-bromoaniline